BrC=1C=C(C=C(C1)OC1=NC(=CC=C1)C)OC1=NC(=CC=C1)C 2,2'-(5-bromo-1,3-phenylene)bis(oxy)bis(6-methylpyridine)